OC(=O)C(F)(F)F.O=C1C2=C(N=CN1)CN(C2)C(=O)O.C(C2=CC=CC=C2)OC2=CC=C(C=C2)C(CC2(C(N(C1=CC=CC=C21)CC2=CC=C(C=C2)C)=O)O)=O 3-(2-(4-(benzyloxy)phenyl)-2-oxoethyl)-3-hydroxy-1-(4-methylbenzyl)indol-2-one 4-oxo-3H,5H,7H-pyrrolo[3,4-d]pyrimidine-6-carboxylate TFA salt